O(C1=CC=CC=C1)C1=CC=C(C=C1)C=1C=C(N2N=CN=C(C21)N)[C@@H]2CC[C@@H](CC2)N2CCNCC2 cis-5-(4-phenoxyphenyl)-7-((1s,4s)-4-(piperazin-1-yl)cyclohexyl)pyrrolo[2,1-f][1,2,4]triazin-4-amine